C(#N)C1=C(C=CC(=C1)C(=O)O)C(=O)O 2-cyano-1,4-benzenedicarboxylic acid